1-(3-chloro-5-methoxyphenyl)-3-(2-chloropyridin-4-yl)urea ClC=1C=C(C=C(C1)OC)NC(=O)NC1=CC(=NC=C1)Cl